FC1=C(C2=CC=CC=C2C=C1)CC(=O)OCC ethyl 2-(2-fluoronaphthalen-1-yl)acetate